ethyl 2-methoxy-5,6,7,8-tetrahydronaphthalene-1-carboxylate COC1=C(C=2CCCCC2C=C1)C(=O)OCC